(1r,4r)-N1-(4-(6-(3,5-Dimethylisoxazol-4-yl)imidazo[1,2-a]pyridin-3-yl)-5-methylpyrimidin-2-yl)cyclohexane-1,4-diamine CC1=NOC(=C1C=1C=CC=2N(C1)C(=CN2)C2=NC(=NC=C2C)NC2CCC(CC2)N)C